ClC=1C=C2C(=NC1)OC(=N2)C2CC1(CC(C1)NC(=O)C=1OC(=CC1)SC1CC1)C2 N-[6-(6-chlorooxazolo[5,4-b]pyridin-2-yl)spiro[3.3]heptan-2-yl]-5-cyclopropylsulfanyl-furan-2-carboxamide